O1C(CCCC1)C(=O)O oxacyclohexane-2-carboxylic acid